CON(C(=O)C1(CCN(CC1)C(=O)OC(C)(C)C)C)C tert-Butyl 4-(methoxy(methyl)carbamoyl)-4-methylpiperidine-1-carboxylate